2,2-difluorospiro[2.2]pentane FC1(CC12CC2)F